FC=1C=C(C=C(C1)C=1C=NN(C1)C1=COC=C1)CN (3-fluoro-5-(1-(furan-3-yl)-1H-pyrazol-4-yl)phenyl)methylamine